ClC(CC(CC)(C)C)(C)C 1-chloro-1,1,3,3-tetramethylpentane